FC1=CC=C(C=C1)CNC(=O)C1=CC=NC=2N1N=C(C2C(=O)N)COC N7-[(4-fluorophenyl)methyl]-2-(methoxymethyl)pyrazolo[1,5-a]pyrimidine-3,7-dicarboxamide